tert-butyl (E)-3-(2-(3-(hydroxyamino)-3-oxoprop-1-en-1-yl)phenyl)-4-oxoimidazolidine-1-carboxylate ONC(/C=C/C1=C(C=CC=C1)N1CN(CC1=O)C(=O)OC(C)(C)C)=O